C(#N)C([C@H](C[C@H]1C(NCC1)=O)NC([C@H](CC(C)C)NC(=O)C=1NC2=CC=CC(=C2C1)OC)=O)NCC(=O)O 2-[[(2S)-1-cyano-2-[[(2S)-2-[(4-methoxy-1H-indole-2-carbonyl)amino]-4-methyl-pentanoyl]amino]-3-[(3S)-2-oxopyrrolidin-3-yl]propyl]amino]acetic acid